FC=1C=C(C=CC1N1C(=NC(=C1)C1=NC(=NC=C1C(F)(F)F)NC1CCN(CC1)S(=O)(=O)C)C)C1CN(C1)C[C@@H](C)O (R)-1-(3-(3-Fluoro-4-(2-methyl-4-(2-((1-(methylsulfonyl)piperidin-4-yl)amino)-5-(trifluoromethyl)pyrimidin-4-yl)-1H-imidazol-1-yl)phenyl)azetidin-1-yl)propan-2-ol